2-(pyridin-2-yl)-4,6-bis(4-(pyridin-3-yl)phenyl)phenol Potassium [K].N1=C(C=CC=C1)C1=C(C(=CC(=C1)C1=CC=C(C=C1)C=1C=NC=CC1)C1=CC=C(C=C1)C=1C=NC=CC1)O